C(C)C(C[C@H](N)C(=O)[O-])C(N)=O gamma-ethyl-L-glutaminate